CO[Si](CCCOCC(CS)S)(OC)OC 3-[3-(trimethoxysilyl)propoxy]propane-1,2-dithiol